C(C)(C)(C)N1N=CC(=C1)C(=O)NCC#C 1-tert-butyl-N-(prop-2-yn-1-yl)-1H-pyrazole-4-carboxamide